FC(C1=CC(=NO1)COC1=CC=C2C=C(NC2=C1)CNC(=O)C1(CC1)C)F N-((6-((5-(difluoromethyl)isoxazol-3-yl)methoxy)-1H-indol-2-yl)methyl)-1-methylcyclopropane-1-carboxamide